ClC1=CC(=C(C(=O)O)C=C1)NC1=CC=CC=C1 4-chloro-2-(phenylamino)benzoic acid